nonylthiolamine C(CCCCCCCC)C1=C(SC=C1)N